[(3S)-1-propylpyrrolidin-3-yl]pyridine-2,4-diamine C(CC)N1C[C@@H](CC1)C=1C(=NC=CC1N)N